N-[[2-Fluoro-6-(trifluoromethyl)phenyl]methyl]-6-thiazol-5-yl-3-(2-trimethylsilylethoxymethyl)benzimidazole-4-carboxamide FC1=C(C(=CC=C1)C(F)(F)F)CNC(=O)C1=CC(=CC=2N=CN(C21)COCC[Si](C)(C)C)C2=CN=CS2